CSSCCC(=O)O 3-(methyldithio)propionic acid